14-docosatrienol C=CC=CC=CCCCCCCCC(CCCCCCCC)O